rac-(3S,4R)-1-benzyl-4-(3-bromophenyl)pyrrolidine-3-carbonitrile C(C1=CC=CC=C1)N1C[C@H]([C@@H](C1)C1=CC(=CC=C1)Br)C#N |r|